tert-Butyl (S)-2-((R)-1-hydroxyethyl)azetidine-1-carboxylate O[C@H](C)[C@H]1N(CC1)C(=O)OC(C)(C)C